1-(1-(4-fluorophenyl)-6-methyl-1H-indazol-5-yl)-N-(2-hydroxyphenyl)-3-((2-methyl-2H-1,2,3-triazol-4-yl)sulfonyl)-3-azabicyclo[3.1.0]hexane-6-carboxamide FC1=CC=C(C=C1)N1N=CC2=CC(=C(C=C12)C)C12CN(CC2C1C(=O)NC1=C(C=CC=C1)O)S(=O)(=O)C1=NN(N=C1)C